ClC1=C(CN2CCC(CC2)C=O)C(=CC=C1)F 1-(2-chloro-6-fluorobenzyl)piperidine-4-carbaldehyde